6-hept-1-ynyl-10,11-dihydro-5H-dibenzo[b,f]Azepin-5-carboxylate C(#CCCCCC)C1=CC=CC=2CCC3=C(N(C21)C(=O)[O-])C=CC=C3